5-[(4R,8R,9aS)-8-[6-[(3S,4R)-3-amino-4-methoxy-pyrrolidin-1-yl]-3-pyridyl]-4-methyl-1,3,4,6,7,8,9,9a-octahydropyrido[1,2-a]pyrazin-2-yl]quinoline-8-carbonitrile N[C@H]1CN(C[C@H]1OC)C1=CC=C(C=N1)[C@H]1C[C@@H]2N([C@@H](CN(C2)C2=C3C=CC=NC3=C(C=C2)C#N)C)CC1